ClC=1C=NC(=NC1)OC1=C(C(=CC=C1)C)OS(=O)(=O)CCCC(F)(F)F 2-[(5-Chloropyrimidin-2-yl)oxy]-6-methylphenyl-4,4,4-trifluorobutan-1-sulfonat